ClC1=NC2=CC(=CC=C2C(=N1)NC(CO)CC1=CC=CC=C1)C(=O)OC Methyl 2-chloro-4-((1-hydroxy-3-phenylpropan-2-yl)amino)quinazoline-7-carboxylate